C(C1=CC=CC=C1)OC1=C2C=CC(=NC2=C(N=C1C(=O)OC)C(=O)O)C1=CC(=CC=C1)Cl 5-(benzyloxy)-2-(3-chlorophenyl)-6-(methoxycarbonyl)-1,7-naphthyridine-8-carboxylic acid